CC1CN(CC(C1)C)C1=NC(=NC=C1C(F)(F)F)NC1=CC=C(C=C1)N1CC(CCC1)O 1-(4-{[4-(3,5-dimethylpiperidin-1-yl)-5-(trifluoromethyl)pyrimidin-2-yl]amino}phenyl)piperidine-3-ol